1-(4-(2,3-dimethylphenyl)piperidin-1-yl)-2-(3-(4-hydroxy-4-methylpiperidine-1-carbonyl)-5,6-dihydrocyclopenta[c]pyrazol-1(4H)-yl)ethan-1-one CC1=C(C=CC=C1C)C1CCN(CC1)C(CN1N=C(C2=C1CCC2)C(=O)N2CCC(CC2)(C)O)=O